C(C)N1CCN(CC1)C=1C(=C(C=CC1N)C=O)OCCN1CCN(CC1)CC ((4-ethylpiperazin-1-yl)(2-(2-(4-ethylpiperazin-1-yl)ethoxy))-4-aminophenyl)methanone